N-((S)-1-(3-chlorophenyl)-2-hydroxyethyl)-1-(2-(((1r,4S)-4-hydroxycyclohexyl)amino)-5-methylpyrimidin-4-yl)-1H-imidazole-4-carboxamide ClC=1C=C(C=CC1)[C@@H](CO)NC(=O)C=1N=CN(C1)C1=NC(=NC=C1C)NC1CCC(CC1)O